O1C=C(CC1)C(=O)N1CCC(CC1)NC(=O)NC1=CC=C(C=C1)C(F)(F)F 1-(1-(4,5-dihydrofuran-3-carbonyl)piperidin-4-yl)-3-(4-(trifluoromethyl)phenyl)urea